S(=O)(=O)(O)O.C(C)C1N(C=CN1C)CC ethyl-1-ethyl-3-methylimidazole sulfate salt